COC(=O)C=1SC=CC1OC12CC3CC(CC(C1)C3)C2 3-(adamantane-1-oxy)-2-thiophenecarboxylic acid methyl ester